COC([C@H](CC1=CC=C(C=C1)OC)N)=O (2S)-2-amino-3-(4-methoxyphenyl)propionic acid methyl ester